[Cl-].C(C)(C)(C)C1=CC=CC=C1 4-tert-butylbenzene chloride